erucaldehyde C(CCCCCCCCCCC\C=C/CCCCCCCC)=O